FC(C1=C(C(=CC(=C1)C)OC)C=1C=CC=2C(=NC(=CN2)C2CNCCC2)N1)F 6-[2-(difluoromethyl)-6-methoxy-4-methyl-phenyl]-3-[3-piperidyl]pyrido[2,3-b]pyrazine